FC(C1=CC=C(C=C1)N1N=CC(=C1C(=O)OCC)C)F ethyl 1-(4-(difluoromethyl) phenyl)-4-methyl-1H-pyrazole-5-carboxylate